C(C)(C)(C)OC(NCN1C(=CC2=C1N=CN=C2Cl)CCl)=O ((4-chloro-6-(chloromethyl)-7H-pyrrolo[2,3-d]pyrimidin-7-yl)methyl)carbamic acid tert-butyl ester